3-bromopyridin BrC=1C=NC=CC1